4-(N-(5-(4-(4-(tert-butoxycarbonyl)piperazin-1-yl)quinazolin-6-yl)-2-methoxypyridin-3-yl)sulfamoyl)-3-fluorobenzoic acid C(C)(C)(C)OC(=O)N1CCN(CC1)C1=NC=NC2=CC=C(C=C12)C=1C=C(C(=NC1)OC)NS(=O)(=O)C1=C(C=C(C(=O)O)C=C1)F